CC1=CC=C2C(CCOC2=C1)=O 7-methylchroman-4-one